NCC=1C=C(C=CC1)C(O)C1=CN=C2C(=NC(=NN21)OCCCC)N(CC2=CC=C(C=C2)OC)CC2=CC=C(C=C2)OC (3-(aminomethyl)phenyl)(4-(bis(4-methoxybenzyl)amino)-2-butoxyimidazo[2,1-f][1,2,4]triazin-7-yl)methanol